N1(CCC1)C=1N=C(C2=C(N1)CCS2)N2CCN(CC2)CC=2C=C1C(N(C(C1=CC2)=O)N2C(NC(CC2)=O)=O)=O 5-((4-(2-(azetidin-1-yl)-6,7-dihydrothieno[3,2-d]pyrimidin-4-yl)piperazin-1-yl)methyl)-2-(2,4-dioxotetrahydropyrimidin-1(2H)-yl)isoindoline-1,3-dione